ClC1=C(C(=CC=C1)Cl)COC=1C=CC(=NC1)N1C(N[C@@H](C1)CO)=O (4S)-1-{5-[(2,6-dichlorophenyl)methoxy]pyridin-2-yl}-4-(hydroxymethyl)imidazolidin-2-one